1-[4-(5-Hydroxy-pyridin-2-yl)-piperazin-1-yl]-3-(3,4,5-trifluoro-phenyl)-propan-1-one OC=1C=CC(=NC1)N1CCN(CC1)C(CCC1=CC(=C(C(=C1)F)F)F)=O